C(C)(C)C1=CC=C(C=C1)N=C1SC(C(N1)=O)=CC1=CC=C(C=C1)N(C)C 2-[4-(isopropyl)phenylimino]-5-[4-(dimethylamino)benzylidene]-thiazolidine-4-one